(E)-3-[4-hydroxy-3-(5,5,8,8-tetramethyl-3-pentoxy-6,7-dihydronaphthalen-2-yl)phenyl]prop-2-enoic acid OC1=C(C=C(C=C1)/C=C/C(=O)O)C1=CC=2C(CCC(C2C=C1OCCCCC)(C)C)(C)C